BrC=1C=C(C#N)C=C(C1)N[C@@H]1[C@H](CCCC1)O[Si](C)(C)C(C)(C)C 3-bromo-5-(((1S,2S)-2-((tert-butyldimethylsilyl)oxy)cyclohexyl)amino)benzonitrile